COC1=CC=C(CN2N=C(C=C2)C2CN(CCC2=O)C(=O)OC(C)(C)C)C=C1 tert-butyl 3-(1-(4-methoxybenzyl)-1H-pyrazol-3-yl)-4-oxopiperidine-1-carboxylate